(4-bromo-1-fluoronaphthalen-2-yl)boric acid BrC1=CC(=C(C2=CC=CC=C12)F)OB(O)O